2-hydroxy-4-n-propoxy-4'-isopropoxy-benzophenone OC1=C(C(=O)C2=CC=C(C=C2)OC(C)C)C=CC(=C1)OCCC